(2S,4R)-2-formylamino-4-(quinoline-3-sulfonylamino)pyrrolidine-1-carboxylic acid tert-butyl ester C(C)(C)(C)OC(=O)N1[C@@H](C[C@H](C1)NS(=O)(=O)C=1C=NC2=CC=CC=C2C1)NC=O